C(C)(C)C1=C(C=CC=C1)C=1N=CC2=C(N1)NC1=C2C=CN=C1 (2-isopropylphenyl)-9H-pyrido[4',3':4,5]pyrrolo[2,3-d]pyrimidine